N1C=NC2=C1C=CC(=C2)C2=NN=C(O2)C=2C=CC(=C(C#N)C2)NCC(F)F 5-[5-(1H-1,3-benzodiazol-5-yl)-1,3,4-oxadiazol-2-yl]-2-[(2,2-difluoroethyl)amino]benzonitrile